C(C)(C)(C)OC(=O)N1C[C@H](CC1)[C@@H](C(=O)OC(C)(C)C)CC1=CC=C(C=C1)O (3R)-3-[(2S)-1-(tert-butoxy)-3-(4-hydroxyphenyl)-1-oxopropane-2-yl]pyrrolidine-1-carboxylic acid tert-butyl ester